rac-(2R,3R)-8-(3-((2-(methylamino)-3,4-dioxocyclobut-1-en-1-yl)amino)propyl)-8-azaspiro[4.5]decane-2,3-diyl bis(2-heptylnonanoate) C(CCCCCC)C(C(=O)O[C@@H]1CC2(C[C@H]1OC(C(CCCCCCC)CCCCCCC)=O)CCN(CC2)CCCNC2=C(C(C2=O)=O)NC)CCCCCCC |r|